(Chloroacetyl)carbamic acid (3R,4S,5S,6R)-5-methoxy-4-[(2R,3R)-2-methyl-3-(3-methyl-2-butenyl)oxiranyl]-1-oxaspiro[2.5]oct-6-yl ester CO[C@H]1[C@@H]([C@@]2(CO2)CC[C@H]1OC(NC(CCl)=O)=O)[C@]1(O[C@@H]1CC=C(C)C)C